BrC1=CC(=CS1)C=1OCCN1 2-(5-bromothiophen-3-yl)-4,5-dihydrooxazole